FC(/C=C/[C@H]1[C@@H]([C@@H](C[C@@H]1O)O)C\C=C/CCCC(=O)O)(COC1=CC=CC=C1)F (5Z)-7-[(1s,2s,3s,5r)-2-[(1E)-3,3-difluoro-4-phenoxy-1-buten-1-yl]-3,5-dihydroxycyclopentyl]-5-heptenoic acid